(7-methoxy-9H-pyrido[3,4-b]indol-1-yl)-2-(4-(trifluoromethyl)phenyl)acetamide COC1=CC=C2C3=C(NC2=C1)C(=NC=C3)C(C(=O)N)C3=CC=C(C=C3)C(F)(F)F